Cl.Cl.BrC=1C=C2C(=NC1)N=CN2CCC[C@H]2NCCC[C@@H]2O (2R,3S)-2-(3-(6-bromo-1H-imidazo[4,5-b]pyridin-1-yl)propyl)piperidin-3-ol dihydrochloride